CS(=O)(=O)C1=C(C=CC=C1)C1=C2CN(CC2=CC=C1)C#N 4-(2-(methylsulfonyl)phenyl)isoindoline-2-carbonitrile